C1(=CC=CC=C1)C1=NNC(C=2N1C1=C(C2)SC=C1)=O 5-phenylthieno[2',3':4,5]pyrrolo[1,2-d][1,2,4]triazin-8(7H)-one